1-bromo-2-(2-bromoethoxy)ethane tert-butyl-4-amino-4-(aminomethyl)piperidine-1-carboxylate C(C)(C)(C)OC(=O)N1CCC(CC1)(CN)N.BrCCOCCBr